C1(CC1)COC1=CC=C2C(=C(NC2=C1)C)C(=O)OC methyl 6-(cyclopropylmethoxy)-2-methylindole-3-carboxylate